CC1=C(N=C(S1)N1CCN(CC1)C)NC1=NC=C(C(=N1)NCCCN1CCOCCC1=O)C(F)(F)F 4-(3-((2-((5-methyl-2-(4-methylpiperazin-1-yl)thiazol-4-yl)amino)-5-(trifluoromethyl)pyrimidin-4-yl)amino)propyl)-1,4-oxazepan-5-one